N-[(6-Amino-2-pyridyl)sulfonyl]-6-tert-butyl-2-[(2S,5R)-2,5-dimethylpyrrolidin-1-yl]pyridin-3-carboxamid NC1=CC=CC(=N1)S(=O)(=O)NC(=O)C=1C(=NC(=CC1)C(C)(C)C)N1[C@H](CC[C@H]1C)C